ClC1=C(OCCC(=O)O)C(=CC=C1C=O)Cl 3-(2,6-dichloro-3-formylphenoxy)propionic acid